ClC=1C=CC(=C(C=O)C1)C=1C=NC(=NC1)N(C)C 5-chloro-2-(2-(dimethylamino)pyrimidin-5-yl)benzaldehyde